C(#N)C1(CCC(CC1)NC1=NN2C(C(=N1)OC)=C(C(=C2)F)C=2C=CC=1N(C2)C(=CN1)C(=O)NC)C 6-(2-(((1r,4r)-4-cyano-4-methylcyclohexyl)amino)-6-fluoro-4-methoxypyrrolo[2,1-f][1,2,4]triazin-5-yl)-N-methylimidazo[1,2-a]pyridine-3-carboxamide